ClCC=1N=C2N(C=CC(=C2)C2=NOC(=N2)C(F)(F)F)C1 3-(2-(chloromethyl)imidazo[1,2-a]pyridin-7-yl)-5-(trifluoromethyl)-1,2,4-oxadiazole